(5-(2-(((1r,4r)-4-(dimethylamino)cyclohexyl)amino)quinazolin-6-yl)-6-methoxypyridin-2-yl)methylsulfonamide CN(C1CCC(CC1)NC1=NC2=CC=C(C=C2C=N1)C=1C=CC(=NC1OC)CS(=O)(=O)N)C